BrC1=CC=C2[C@](NC(NC2=C1)=O)(C(C)(F)F)C#CC1CC1 (S)-7-bromo-4-(cyclopropylethynyl)-4-(1,1-difluoroethyl)-3,4-dihydroquinazolin-2(1H)-one